N-((2-(4-hydroxybenzyl)thiazol-5-yl)methyl)-11-oxo-10,11-dihydrodibenzo[b,f][1,4]thiazepine-8-carboxamide 5,5-dioxide OC1=CC=C(CC=2SC(=CN2)CNC(=O)C2=CC3=C(S(C4=C(C(N3)=O)C=CC=C4)(=O)=O)C=C2)C=C1